(R)-N-((5-fluoro-2-methoxyphenyl)(1H-indol-2-yl)methyl)-4'-(pyrrolidin-1-yl)-[1,1'-biphenyl]-3-carboxamide FC=1C=CC(=C(C1)[C@@H](NC(=O)C=1C=C(C=CC1)C1=CC=C(C=C1)N1CCCC1)C=1NC2=CC=CC=C2C1)OC